sulfamoyl chloride magnesium hydroxide [OH-].[Mg+2].S(N)(=O)(=O)Cl.[OH-]